C(C)(C)OC(=O)NC1=CC2=C(C3=C(S2)C=C(C=C3)S(=O)(=O)N[C@H](C(=O)O)C(C)C)C=C1 (S)-2-(7-(isopropoxycarbonylamino)dibenzo[b,d]thiophene-3-sulfonamido)-3-methyl-butanoic acid